NC1=NC(=NC(=N1)N)C1(CC=C(C=C1)C1=CC=CC=C1)C#N 4-(4,6-diamino-1,3,5-triazine-2-yl)biphenyl-4-carbonitrile